2-((E)-((E)-4-((E)-3-(3-methoxyphenyl)acryloyloxy)benzylidene)amino)-3-methylbutanoic acid COC=1C=C(C=CC1)/C=C/C(=O)OC1=CC=C(\C=N\C(C(=O)O)C(C)C)C=C1